Pyridin-6-amine hydrochloride Cl.N1=CC=CC=C1N